C1(CC1)C1=CN=C(S1)NC([C@@H](C)C=1C=C(C=CC1)C=1C=NC(=NC1)NC(C=C)=O)=O (S)-N-(5-(3-(1-((5-cyclopropylthiazol-2-yl)amino)-1-oxopropan-2-yl)phenyl)pyrimidin-2-yl)acrylamide